3h-pyrazolo[4,3-d]pyrimidin-7-ol N1=NCC=2N=CN=C(C21)O